3,5-dimethyl-phenol CC=1C=C(C=C(C1)C)O